2,2-dimethylpropyl carbamate C(N)(OCC(C)(C)C)=O